Br[C@@H](C(=O)N(C)C)CC(C)C (R)-2-BROMO-N,N,4-TRIMETHYLPENTANAMIDE